3-(2,3-dihydropyrrolo[3',2':5,6]pyrido[2,3-b][1,4]oxazin-1(6H)-yl)picolinamide N1(C2=C(OCC1)N=C1C(=C2)C=CN1)C=1C(=NC=CC1)C(=O)N